C(C=C)(=O)OCCC(F)(F)F 3,3,3-trifluoropropyl acrylate